(4-(methylthio)phenyl)-5-phenyl-N-propyloxazole-4-carboxamide CSC1=CC=C(C=C1)C=1OC(=C(N1)C(=O)NCCC)C1=CC=CC=C1